C(C)(C)(C)OC(=O)N[C@H](C(=O)OCC1=CC=CC=C1)CC1=CC=C(C=C1)C=C (S)-benzyl 2-((Tert-Butoxycarbonyl)Amino)-3-(4-Vinylphenyl)Propanoate